C(CCCCCCCCCCCCCCCC)(=O)C(C(=O)O)=C.C(C=C)(=O)OCCCCCCCCCCCCCCCCC heptadecyl acrylate (heptadecanoyl acrylate)